FC1=C(C=C(C=C1)F)N1CCN(CC1)CC=1C=C2C(N(C(C2=CC1)=O)N1C(NC(CC1)=O)=O)=O 5-((4-(2,5-difluorophenyl)piperazin-1-yl)methyl)-2-(2,4-dioxotetrahydropyrimidine-1(2H)-yl)isoindoline-1,3-dione